NC1=NC=C2N(C(N(C2=N1)[C@@H]1O[C@@H]([C@H]([C@H]1O)F)CO)=O)CC1=CC=C(C=C1)F 2-amino-9-((2R,3S,4S,5R)-4-fluoro-3-hydroxy-5-(hydroxymethyl)tetrahydrofuran-2-yl)-7-(4-fluorobenzyl)-7,9-dihydro-8H-purin-8-one